FC1=CC=CC(N1C=1C(=NC=CC1C)C(C)C)=O 6-fluoro-1-(2-isopropyl-4-methylpyridin-3-yl)-2-oxo-1,2-dihydropyridine